S(=O)(=O)(O)O[C@@H]1[C@]2(C)[C@@H](CC1)[C@@H]1CCC3=CC(CC[C@]3(C)[C@H]1CC2)=O 17β-(Sulfooxy)androst-4-en-3-one